piperidine-3-carboxylic acid carbamoylmethyl-amide C(N)(=O)CNC(=O)C1CNCCC1